CC1=NN(C2=NC=C(C=C21)C=2C=C(C=CC2)NC(C=C)=O)COCC[Si](C)(C)C N-[3-[3-methyl-1-(2-trimethylsilylethoxymethyl)pyrazolo[3,4-b]pyridin-5-yl]phenyl]prop-2-enamide